ClC=CC=C chloro-1,3-butadiene